S(OC=1C=NC=C(C1)C1=C(C(=CC=C1)C#N)N1CCC(CC1)C1=NN=CN1C)(=O)(=O)F 5-(3-cyano-2-(4-(4-methyl-4H-1,2,4-triazol-3-yl)piperidin-1-yl)phenyl)pyridin-3-yl sulfurofluoridate